4-amino-N-(1-methyl-1H-pyrazol-4-yl)-N-(4-(trifluoromethyl)benzyl)-1,3-dihydrofuro[3,4-c][1,7]naphthyridine-8-carboxamide NC1=NC=2C=NC(=CC2C2=C1COC2)C(=O)N(CC2=CC=C(C=C2)C(F)(F)F)C=2C=NN(C2)C